5-methyl-7-{3-[(1-methyl-1H-pyrazol-3-yl)carbamoyl]azetidin-1-yl}-4-oxo-1-(1,2,4-thiadiazol-5-yl)-1,4-dihydro-1,8-naphthyridine-3-carboxylic acid CC1=C2C(C(=CN(C2=NC(=C1)N1CC(C1)C(NC1=NN(C=C1)C)=O)C1=NC=NS1)C(=O)O)=O